1-(1-ethoxyethoxy)-6-isopropenyl-3-methyl-9-decene C(C)OC(C)OCCC(CCC(CCC=C)C(=C)C)C